(+-)-(1Z,5E)-9-methoxy-2,5,10-trimethyl-1,5-cyclododecadiene COC1CC/C=C(/CC\C(=C/CCC1C)\C)\C